C1(=CCCCC1)[C@H]1N(CC[C@H](C1)C(F)(F)F)C(=O)N[C@@H](C)\C=C\S(=O)(=O)C (2S,4R)-2-(cyclohex-1-en-1-yl)-N-((S,E)-4-(methylsulfonyl)but-3-en-2-yl)-4-(trifluoromethyl)piperidine-1-carboxamide